(S)-1'-(6-amino-5-((2-amino-3-chloropyridin-4-yl)thio)-3-fluoropyrazin-2-yl)-1,3-dihydrospiro[inden-2,4'-piperidine]-1-amine isethionate S(=O)(=O)(O)CCO.NC1=C(N=C(C(=N1)N1CCC2(CC1)[C@@H](C1=CC=CC=C1C2)N)F)SC2=C(C(=NC=C2)N)Cl